6-(dimethylamino)-1-methoxy-9,10-diphenylacridinium bromide [Br-].CN(C=1C=C2[N+](=C3C=CC=C(C3=C(C2=CC1)C1=CC=CC=C1)OC)C1=CC=CC=C1)C